(2S,4r)-1-[(2S)-2-[4-[(3-fluoroanilino)methyl]triazol-1-yl]-3,3-dimethyl-butyryl]-4-hydroxy-N-methyl-pyrrolidine-2-carboxamide FC=1C=C(NCC=2N=NN(C2)[C@H](C(=O)N2[C@@H](C[C@H](C2)O)C(=O)NC)C(C)(C)C)C=CC1